(R)-Methyl 2-(3-(bromomethyl)phenoxy)propanoate BrCC=1C=C(O[C@@H](C(=O)OC)C)C=CC1